N-(2-chloro-3-(1-(2-chloro-4-((3-hydroxy-1-azetidinyl)methyl)-5-methoxyphenyl)-2,3-dihydro-1H-4-indenyl)benzyl)-1,5-dimethyl-4,5,6,7-tetrahydro-1H-imidazo[4,5-c]pyridine-2-carboxamide ClC1=C(CNC(=O)C=2N(C3=C(CN(CC3)C)N2)C)C=CC=C1C1=C2CCC(C2=CC=C1)C1=C(C=C(C(=C1)OC)CN1CC(C1)O)Cl